1,5-bis(4-aminophenyl)decafluoropentane NC1=CC=C(C=C1)C(C(C(C(C(C1=CC=C(C=C1)N)(F)F)(F)F)(F)F)(F)F)(F)F